[Cu].C1(=CC=CC=C1)P(C1=CC=CC=C1)C.C1(=CC=CC=C1)P(C1=CC=CC=C1)C bis(diphenylphosphinomethane) copper